C1(CCCCC1)COC=1C=C(C=CC1NS(=O)(=O)CC)C1=NNC(=C1C(=O)N)NC1=NC=CN=C1 3-(3-(cyclohexylmethoxy)-4-(ethylsulfonamido)phenyl)-5-(pyrazin-2-ylamino)-1H-pyrazole-4-carboxamide